BrC1=C(C=C(O[C@@H]2COCC2)C=C1C)C (S)-3-(4-bromo-3,5-di-Methyl-phenoxy)-tetrahydrofuran